C1[C@@H]2N(CCN1)CC[C@@H]2O (8S,8aS)-octahydropyrrolo[1,2-a]pyrazine-8-ol